N-[5-(1H-benzimidazol-2-yl)-1-[(4-methoxyphenyl)methyl]pyrazol-3-yl]-4-(4-methyl-3-oxo-piperazin-1-yl)benzamide N1C(=NC2=C1C=CC=C2)C2=CC(=NN2CC2=CC=C(C=C2)OC)NC(C2=CC=C(C=C2)N2CC(N(CC2)C)=O)=O